ClC1=CC(=NC=C1)NC(CC1=CC=C(C=C1)S(=O)(=O)C)=O N-(4-chloropyridin-2-yl)-2-(4-(methylsulfonyl)phenyl)acetamide